4-(2-fluorophenyl)-7-(4-methyl-1,3-thiazol-5-yl)-2-(2-(2-propenoyl)-2,6-diazaspiro[3.4]octan-6-yl)-7,8-dihydro-5H-pyrano[4,3-b]pyridine-3-carbonitrile FC1=C(C=CC=C1)C1=C2C(=NC(=C1C#N)N1CC3(CN(C3)C(C=C)=O)CC1)CC(OC2)C2=C(N=CS2)C